C1(CC1)C1N(C=2C=CC=C(C2NC1=O)C#N)N=O 2-cyclopropyl-1-nitroso-3-oxo-2,4-dihydroquinoxaline-5-carbonitrile